tert-butyl {[4-(1-methyl-1H-imidazol-2-yl)-2,5-dioxoimidazolidin-4-yl]methyl}carbamate CN1C(=NC=C1)C1(NC(NC1=O)=O)CNC(OC(C)(C)C)=O